CC1=C2C(=C(NC2=CC(=C1)C)C1=CC=C(C=C1)C)C=O 4,6-DIMETHYL-2-(4-METHYLPHENYL)-1H-INDOLE-3-CARBOXALDEHYDE